methyl (S)-2-amino-3-(6-fluoro-1-hydroxy-1,3-dihydrobenzo[c][1,2]oxaborol-5-yl)propanoate N[C@H](C(=O)OC)CC1=CC2=C(B(OC2)O)C=C1F